SC1=CC=C(C=C1)SC1=CC=C(C=C1)S Bis-(4-Mercaptophenyl) sulfid